C1(CC1)OC1=NC=NC(=C1C1=CNC2=NC(=CC=C21)NC(=O)[C@H]2[C@@H](C2)CN(C)C)OC (1R,2R)-N-[3-(4-cyclopropoxy-6-methoxypyrimidin-5-yl)-1H-pyrrolo[2,3-b]pyridin-6-yl]-2-[(dimethylamino)methyl]cyclopropane-1-carboxamide